N-[(1S)-1-[4-(4-cyclopropyltriazol-2-yl)phenyl]ethyl]thieno[2,3-d]pyrimidin-4-amine C1(CC1)C1=NN(N=C1)C1=CC=C(C=C1)[C@H](C)NC=1C2=C(N=CN1)SC=C2